BrC=1C(=CC=C2CCC(C(C12)O)F)OC 8-bromo-2-fluoro-7-methoxy-1,2,3,4-tetrahydronaphthalen-1-ol